7-bromo-6-chloro-8-fluoroquinolizine-2,4(1H,3H)-dione BrC=1C(N2C(CC(CC2=CC1F)=O)=O)Cl